N-[[6-tert-butoxy-4-(trifluoromethyl)-2-pyridinyl]methyl]-2-nitro-benzenesulfonamide C(C)(C)(C)OC1=CC(=CC(=N1)CNS(=O)(=O)C1=C(C=CC=C1)[N+](=O)[O-])C(F)(F)F